Tri(trifluoromethyl)arsine tert-butyl-3-((1-(N-(5-chloro-4-(cyclopentylmethoxy)-2-fluorobenzoyl)-sulfamoyl)piperidin-4-yl)oxy)azetidine-1-carboxylate C(C)(C)(C)OC(=O)N1CC(C1)OC1CCN(CC1)S(NC(C1=C(C=C(C(=C1)Cl)OCC1CCCC1)F)=O)(=O)=O.FC(F)(F)[As](C(F)(F)F)C(F)(F)F